ClC=1C=C(C=C(C1)S(=O)(=O)C)NC(=O)C1=CN(C(=C1)C1=NC=C(C=C1)F)CC(F)F N-(3-chloro-5-(methylsulfonyl)phenyl)-1-(2,2-difluoroethyl)-5-(5-fluoropyridin-2-yl)-1H-pyrrole-3-carboxamide